NC/C(/CN1N=CN(C1=O)C1=C(C=C(C=C1)C1=CC2=C(OCO2)C=C1)F)=C\F 2-[(E)-2-(aminomethyl)-3-fluoro-allyl]-4-[4-(1,3-benzodioxol-5-yl)-2-fluoro-phenyl]-1,2,4-triazol-3-one